COP(OC)(=O)N1C(C1)C Dimethyl(2-Methylaziridin-1-Yl)Phosphonate